4-(2-(methylthio)pyrimidin-4-yl)tetrahydro-2H-pyran-4-amine hydrochloride Cl.CSC1=NC=CC(=N1)C1(CCOCC1)N